2-(2,4-Dimethylazetidin-1-yl)-N-((1,2,3,5,6,7-hexahydro-s-indacen-4-yl)carbamoyl)ethane-1-sulfonamide, potassium salt [K].CC1N(C(C1)C)CCS(=O)(=O)NC(NC1=C2CCCC2=CC=2CCCC12)=O